2-((1s,4R)-4-(1H-indol-1-yl)cyclohexyl)-4-chloro-5-((((S)-tetrahydro-2H-pyran-3-yl)methyl)amino)pyridazin-3(2H)-one N1(C=CC2=CC=CC=C12)C1CCC(CC1)N1N=CC(=C(C1=O)Cl)NC[C@H]1COCCC1